N1=CN=C(C2=C1NC=C2)C=2C=NN(C2)C2(CC(C2)N2CCN(CC2)C(=O)C2=NC(=NC=C2)C(F)(F)F)CC#N [trans-1-[4-(7H-pyrrolo[2,3-d]pyrimidin-4-yl)-1H-pyrazol-1-yl]-3-(4-{[2-(trifluoromethyl)pyrimidin-4-yl]carbonyl}piperazin-1-yl)cyclobutyl]acetonitrile